C(#N)C(C(=O)OCC)C(=O)C=1C(=NC(=NC1)NC1=C(C=CC=C1)OC)NC1=CC=CC=C1 ethyl 2-cyano-3-(2-((2-methoxyphenyl)amino)-4-(phenylamino)pyrimidin-5-yl)-3-oxopropanoate